C[C@@H]1N[C@H](CC2=C(C=CC=C12)C=1C=NN(C1)C)CO [(1S,3R)-1-methyl-5-(1-methylpyrazol-4-yl)-1,2,3,4-tetrahydroisoquinolin-3-yl]methanol